F[B-](F)(F)F.N1N=NC2=C1C=CC=C2OC(=[N+](C)C)N(C)C (benzotriazolyl)tetramethyluronium tetrafluoroborate